6-bromo-2-(6-cyclopropyl-7-methoxyimidazo[1,2-b]pyridazin-3-yl)nicotinonitrile BrC1=NC(=C(C#N)C=C1)C1=CN=C2N1N=C(C(=C2)OC)C2CC2